Bis(p-tolyl)silylene(cyclopentadienyl)(2,7-diphenyl-3,6-di-tert-butylfluorenyl)zirconium dichloride [Cl-].[Cl-].C1(=CC=C(C=C1)[Si](=[Zr+2](C1=C(C(=CC=2C3=CC(=C(C=C3CC12)C1=CC=CC=C1)C(C)(C)C)C(C)(C)C)C1=CC=CC=C1)C1C=CC=C1)C1=CC=C(C=C1)C)C